5-(9H-carbazol-9-yl)-1-phenyl-4,5-dihydro-1H-pyrazole-3-carboxylic acid ethyl ester C(C)OC(=O)C1=NN(C(C1)N1C2=CC=CC=C2C=2C=CC=CC12)C1=CC=CC=C1